CS(=O)(=O)OCC1=NC=C(N=C1)C1C(NC(CC1)=O)=O (5-(2,6-dioxopiperidin-3-yl)pyrazin-2-yl)methyl methanesulfonate